C(#N)C1=C(C(=C(C(=C1F)F)NC(=O)[C@@H]1CN([C@H](O1)C(F)(F)F)C1=CC(=C(C=C1)C#N)C(F)(F)F)F)F (2R,5S)-N-(4-Cyano-2,3,5,6-tetrafluorophenyl)-3-(4-cyano-3-(trifluoromethyl)phenyl)-2-(trifluoromethyl)oxazolidin-5-carboxamid